FC(C1=NNC2=C1C=NC(=C2)CC2CC1(C2)CCN(CC1)C(=O)N1C[C@@H]2[C@@H](OCC(N2)=O)CC1)(F)F (4aR,8aS)-6-[2-[[3-(trifluoromethyl)-1H-pyrazolo[4,3-c]pyridin-6-yl]methyl]-7-azaspiro[3.5]nonane-7-carbonyl]-4,4a,5,7,8,8a-hexahydropyrido[4,3-b][1,4]oxazin-3-one